(2-(1,3-dioxolan-2-yl)-4-fluorophenyl)trimethylstannane O1C(OCC1)C1=C(C=CC(=C1)F)[Sn](C)(C)C